COC(CC1=CC(=C(C=C1)O)OC)OC 4-(2,2-dimethoxyethyl)-2-methoxyphenol